OC(=O)C(F)(F)F.FC1=C(C=C(C=C1)C1CCNCC1)N1C(NC(CC1)=O)=O 1-(2-Fluoro-5-(piperidin-4-yl)phenyl)dihydropyrimidine-2,4(1H,3H)-dione TFA salt